4-(4-(4-(1H-imidazol-1-yl)-azepan-1-yl)-6-chloro-8-fluoro-2-(((S)-1-methylpyrrolidin-2-yl)methoxy)quinazolin-7-yl)benzo[d]thiazol-2-amine N1(C=NC=C1)C1CCN(CCC1)C1=NC(=NC2=C(C(=C(C=C12)Cl)C1=CC=CC2=C1N=C(S2)N)F)OC[C@H]2N(CCC2)C